N1C=C(C2=CC=CC=C12)CCC=1SC=2N=C(N=C(C2N1)N)C1=CN=CO1 (2-(1H-indol-3-yl)ethyl)-5-(oxazol-5-yl)thiazolo[5,4-d]pyrimidin-7-amine